N-((2R,3S)-1-(3-((2-(3-chloro-1-methyl-1H-pyrazol-4-yl)pyrimidin-4-yl)amino)-5-isopropylisoquinolin-8-yl)-2-methylazetidin-3-yl)-N-methylmethanesulfonamide ClC1=NN(C=C1C1=NC=CC(=N1)NC=1N=CC2=C(C=CC(=C2C1)C(C)C)N1[C@@H]([C@H](C1)N(S(=O)(=O)C)C)C)C